O=C1N(C2=CC(=CC=C2C(N1CCC1=CC=CC=C1)=O)C(F)(F)F)CC1=CC=C(C(=O)NO)C=C1 4-((2,4-dioxo-3-phenethyl-7-(trifluoromethyl)-3,4-dihydroquinazolin-1(2H)-yl)methyl)-N-hydroxybenzoamide